2-[[5-(4-cyclopropyl-6-ethoxy-pyrimidin-5-yl)pyrazolo[4,3-d]pyrimidin-1-yl]methoxy]ethyl-trimethyl-silane C1(CC1)C1=NC=NC(=C1C=1N=CC2=C(N1)C=NN2COCC[Si](C)(C)C)OCC